COC1=C(C(=CC(=C1)C)C)C1=CC=C2C(=CC(=NC2=N1)C1CN(CCC1)C)NS(=O)(=O)C N-[7-(2-methoxy-4,6-dimethyl-phenyl)-2-(1-methyl-3-piperidyl)-1,8-naphthyridin-4-yl]methanesulfonamide